FC=1C(=NC(=NC1)NC1=CC=C(C=C1)OCCOC)NC=1C=C(C=CC1)NC(C=C)=O N-(3-((5-fluoro-2-((4-(2-methoxyethoxy)phenyl)amino)pyrimidin-4-yl)amino)phenyl)acrylamide